2-[3-ethylsulfonyl-6-(1,2,4-triazol-1-yl)-2-pyridyl]-3-methyl-6-(trifluoromethyl)imidazo[4,5-B]pyridine C(C)S(=O)(=O)C=1C(=NC(=CC1)N1N=CN=C1)C1=NC=2C(=NC=C(C2)C(F)(F)F)N1C